BrC=1C=C(C[C@]2(C[C@H](CC2)NS(=O)(=O)C)C(=O)OC)C=CC1 methyl (1R,3S)-1-(3-bromobenzyl)-3-(methylsulfonamido)cyclopentane-1-carboxylate